5-(t-butoxycarbonyl)-5-azaspiro[2.5]octane-1-carboxylic acid C(C)(C)(C)OC(=O)N1CC2(CC2C(=O)O)CCC1